3-[(3-fluoro-2-methoxyphenyl)amino]-2-[3-[(2-hydroxy-2-methylpropyl)amino]pyridin-4-yl]-5H,6H,7H-pyrazolo[1,5-a]pyrazin-4-one FC=1C(=C(C=CC1)NC=1C(=NN2C1C(NCC2)=O)C2=C(C=NC=C2)NCC(C)(C)O)OC